NC1=CC2=C(C=N1)C(OC2(C)C)=O 6-Amino-1,1-dimethylfuro[3,4-c]pyridin-3-one